sodium mono-sodium thiocyanate [S-]C#N.[Na+].[Na+].[S-]C#N